1-(3-(5-cyanothiophene-2-carboxamido)cyclohexyl)-2-(pyridin-2-yl)-1H-benzo[d]imidazole-5-carboxamide C(#N)C1=CC=C(S1)C(=O)NC1CC(CCC1)N1C(=NC2=C1C=CC(=C2)C(=O)N)C2=NC=CC=C2